CC1=C(C(=CC=C1)C)N=C(C)C=1C=CC=C2C=CC(=NC12)C=1OCC(N1)CC N-(2,6-dimethylphenyl)-1-(2-(4-ethyl-4,5-dihydro-oxazol-2-yl)quinolin-8-yl)ethane-1-imine